(1R,2S,5S)-N-[(1S)-1-cyano-2-(2-oxo-pyrrolidin-3-yl)ethyl]-3-[(S)-3,3-dimethyl-2-(trifluoroacetamido)butanoyl]-6,6-dimethyl-3-azabicyclo[3.1.0]hexane-2-amide C(#N)[C@H](CC1C(NCC1)=O)NC(=O)[C@@H]1[C@H]2C([C@H]2CN1C([C@H](C(C)(C)C)NC(C(F)(F)F)=O)=O)(C)C